(S)-6-(1H-imidazol-1-yl)-4-methyl-N-(1-(methylsulfonyl)pyrrolidin-3-yl)picolinamide N1(C=NC=C1)C1=CC(=CC(=N1)C(=O)N[C@@H]1CN(CC1)S(=O)(=O)C)C